2,4-dichlorobenzenediazonium tetrafluoroborate F[B-](F)(F)F.ClC1=C(C=CC(=C1)Cl)[N+]#N